O(C1=CC=CC=C1)C1=CC=C(C=C1)N1N=C2C(NCC[C@@H]2C2CCN(CC2)C(C=C)=O)=C1C(=O)N |r| Rac-2-(4-phenoxyphenyl)-7-[1-(prop-2-enoyl)piperidin-4-yl]-4,5,6,7-tetrahydro-2H-pyrazolo[4,3-b]pyridine-3-carboxamide